NC1=NC=NN2C1=C(C=C2C=2C=C(C(=NC2)C)C(=O)NCCC(C2=CC=CC=C2)O)C(F)(F)F 5-[4-amino-5-(trifluoromethyl)pyrrolo[2,1-f][1,2,4]triazin-7-yl]-N-(3-hydroxy-3-phenylpropyl)-2-methylpyridine-3-carboxamide